C1N2C=3C(NC(=NC3NCC2CN1C1=CC=C(C(N[C@@H](CCC(=O)[O-])C(=O)O)=O)C=C1)N)=O N(5),N(10)-methylenetetrahydrofolate